NC/C(/CN1N=CN(C1=O)CC1=CC=C(S1)C=1C=C2CCC(NC2=CC1F)=O)=C\F 6-[5-({1-[(2E)-2-(aminomethyl)-3-fluoroprop-2-en-1-yl]-5-oxo-1,5-dihydro-4H-1,2,4-triazol-4-yl}methyl)thiophen-2-yl]-7-fluoro-3,4-dihydroquinolin-2(1H)-one